3,5-di-tert-butylphenylboronic acid C(C)(C)(C)C=1C=C(C=C(C1)C(C)(C)C)B(O)O